COCCN1CCCCC1 1-(2-methoxyethyl)piperidine